C(#N)N1C[C@H](CC1)C(=O)NC=1SC(=CN1)C1=CC=CC=C1 (3S)-1-cyano-N-(5-phenyl-1,3-thiazol-2-yl)pyrrolidine-3-carboxamide